C1(CCCCC1)[C@@H](C(=O)N1CCN(CC1)C(=O)C=1N(C2=CC(=C(C(=C2C1)OCCOCCOCCO)F)F)C)NC([C@H](C)NC)=O (S)-N-((S)-1-cyclohexyl-2-(4-(5,6-difluoro-4-(2-(2-(2-hydroxyethoxy)ethoxy)-ethoxy)-1-methyl-1H-indole-2-carbonyl)-piperazin-1-yl)-2-oxoethyl)-2-(methylamino)propanamide